FC(C(=O)O)(F)F.C(C)S(=O)(=O)C=1C=C(C=CC1)C(CCC(F)F)N1N=CC(=C1)C=1C2=C(N=CN1)NC=C2 4-(1-{1-[3-(ethylsulfonyl)-phenyl]-4,4-difluorobutyl}-1H-pyrazol-4-yl)-7H-pyrrolo[2,3-d]-pyrimidine trifluoroacetate